ethyl 7-amino-3-methyl-6-(5-methyl-1-(tetrahydro-2H-pyran-2-yl)-1H-indazol-4-yl)-2-(1-methyl-1H-pyrazol-4-yl)-5-oxo-5,6-dihydro-1,6-naphthyridine-8-carboxylate NC=1N(C(C=2C=C(C(=NC2C1C(=O)OCC)C=1C=NN(C1)C)C)=O)C1=C2C=NN(C2=CC=C1C)C1OCCCC1